FC=1C=C(C=C2CN(C(C12)=O)C1C(NC(CC1)=O)=O)CN1CCN(CC1)C1CCN(CC1)C1=CC=C(C=C1)[C@H]1[C@H](COC2=CC(=CC=C12)O)C1=CC=CC=C1 3-(7-fluoro-5-((4-(1-(4-((3S,4R)-7-hydroxy-3-phenylchroman-4-yl)phenyl)piperidine-4-yl)piperazin-1-yl)methyl)-1-oxoisoindolin-2-yl)piperidine-2,6-dione